4-ethyl-1-(2-hydrazino-2-oxoethyl)-pyridinium Bromide [Br-].C(C)C1=CC=[N+](C=C1)CC(=O)NN